C(C(CCCCCCC)O)(O)(O)O nonanetetrol